suberimidate C(CCCCCCC([O-])=N)([O-])=N